N=C1C(C=2C(C(C3=CC=CC(=C1)C32)=O)=O)=N bis-imino-acenaphthenequinone